FC=1C=NC=CC1S(=NC(C1=CC=C(C=C1)CC1=NOC(=N1)C(F)(F)F)=O)(=O)C N-((3-fluoropyridin-4-yl)(methyl)(oxo)-λ6-sulfaneylidene)-4-((5-(trifluoromethyl)-1,2,4-oxadiazol-3-yl)methyl)benzamide